N-((2S)-1,1-dicyclopropyl-3-oxo-3-((2-((S)-2-oxo-4-(trifluoromethyl)imidazolidin-1-yl)-2,3-dihydro-1H-inden-5-yl)amino)propan-2-yl)-3-methylisoxazole-4-carboxamide C1(CC1)C([C@@H](C(NC=1C=C2CC(CC2=CC1)N1C(N[C@@H](C1)C(F)(F)F)=O)=O)NC(=O)C=1C(=NOC1)C)C1CC1